CC(=CCC=1C(=C(C(=CC1O)CCCCC)S(=O)(=O)NC(CC1=CC=CC=C1)=O)O)CCC=C(C)C N-((3-(3,7-dimethylocta-2,6-dien-1-yl)-2,4-dihydroxy-6-pentylphenyl)sulfonyl)-2-phenylacetamide